BrC1=CC=C(C(=N1)C)S(=O)(=O)C1=CN(C2=CC(=CC(=C12)C)F)C 3-[(6-bromo-2-methyl-3-pyridyl)sulfonyl]-6-fluoro-1,4-dimethyl-indole